C(C1CO1)OCCC[Si](OC(=C)C)(OC(=C)C)OC(=C)C γ-glycidoxypropyltriisopropenoxysilane